Benzyl (3S)-3-(benzyloxycarbonylamino)-6-oxo-azepane-1-carboxylate C(C1=CC=CC=C1)OC(=O)N[C@@H]1CN(CC(CC1)=O)C(=O)OCC1=CC=CC=C1